1-(3-bromo-4-fluoro-phenyl)pyrazole BrC=1C=C(C=CC1F)N1N=CC=C1